NCCCNCCC[Si](OC)(OC)OC aminopropylaminopropyltrimethoxysilane